ClC1=C2C(N(C=NC2=CC=C1)C1C(C1)O)=O 5-chloro-3-(2-hydroxycyclopropyl)quinazolin-4(3H)-one